(±)-4-[1-hydroxy-4-[4-(hydroxybenzhydryl)-1-piperidinyl]-butyl]-α,α-dimethylbenzeneacetate O[C@H](CCCN1CCC(CC1)C(C1=CC=CC=C1)(C1=CC=CC=C1)O)C1=CC=C(C=C1)C(C(=O)[O-])(C)C |r|